C1(=CC=CC=C1)C1=NCCC2=CC=C(C=C12)C 1-phenyl-7-methyl-3,4-dihydroisoquinoline